C1CCC2=C(C=3CCCC3C=C12)NC(=O)N[C@@H](C(=O)OC)CC1=NC=CC=C1 methyl (2R)-2-{[(1,2,3,5,6,7-hexahydro-s-indacen-4-yl)carbamoyl]amino}-3-(pyridin-2-yl)propanoate